N[N+]=1SC=CN1 aminothiadiazolium